OC1(COC1)COC1=C2C(=NC(=C1)C1=CNC3=CN=C(C=C31)NC(C)=O)C3(OCC2)COCC3 N-(3-(4'-((3-hydroxyoxetan-3-yl)methoxy)-4,5,5',6'-tetrahydro-2H-spiro[furan-3,8'-pyrano[3,4-b]pyridin]-2'-yl)-1H-pyrrolo[2,3-c]pyridin-5-yl)acetamide